OCCC[Te] (3-hydroxypropyl)tellurium